(3,3-dimethyl-2,3-dihydro-[1,4]dioxino[2,3-b]pyridin-6-yl)ethan-1-ol CC1(COC=2C(=NC(=CC2)C(C)O)O1)C